C[C@H]1C[C@@H](CN(C1)C(CN1CCN(CC1)C)=O)C1=NC2=C(C=CC=C2C=C1)C#N (trans-5-Methyl-1-[2-(4-methyl-piperazin-1-yl)-acetyl]-piperidin-3-yl)-quinoline-8-carbonitrile